C(C)OC([C@H](C(C)C)NC([C@H](CC1=NC2=C(N1C)C=CC(=C2)N(CCCl)CCCl)N)=O)=O (2S)-2-[[(2S)-2-amino-3-[5-[bis(2-chloroethyl)amino]-1-methyl-benzimidazol-2-yl]propionyl]amino]-3-methyl-butanoic acid ethyl ester